C(CCC)O[C@H]1CC[C@H](CC1)NC(=O)C1=CN(C2=C1C(N(C=C2C)C)=O)C N-(cis-4-butoxycyclohexyl)-1,5,7-trimethyl-4-oxo-4,5-dihydro-1H-pyrrolo[3,2-c]pyridine-3-carboxamide